O1N=C(C2=C1C=CC=C2)NS(=O)(=O)C2=CC=C(C=C2)C2CCCCC2 N-(benzo[d]isoxazol-3-yl)-4-cyclohexyl-benzenesulfonamide